COCC12OC(C(C1)(C2)CO)(C)C (1-(methoxymethyl)-3,3-dimethyl-2-oxabicyclo[2.1.1]hexan-4-yl)methanol